N-methyl-N'-hydroxy-ethyl-piperazine CN1C(CN(CC1)O)CC